CNC(=O)C=1C=CC=2N(C1)C=C(N2)N2C(CN(CC2)C(C=C)=O)=O N-methyl-2-(2-oxo-4-prop-2-enoyl-piperazin-1-yl)imidazo[1,2-a]pyridine-6-carboxamide